C(C)OC(=O)N1CCC(CC1)NS(=O)(=O)C1=CC=C(C2=CC=CC=C12)Br ethyl-4-(4-bromonaphthalene-1-sulfonylamino)-piperidine-1-carboxylate